BrC1=NC=C(C=2N1C=NN2)C(C)C 5-bromo-8-isopropyl-[1,2,4]triazolo[4,3-c]pyrimidine